FC=1C=CC(=C(C1)O)C(F)(F)F 5-fluoro-2-(trifluoromethyl)phenol